O=C(CCC(=O)OC)NOC1OCCCC1 methyl 4-oxo-4-(((tetrahydro-2H-pyran-2-yl)oxy)amino)butanoate